2-(((3-(4-chlorophenyl)-2-phenylallyl)oxy)methyl)oxirane ClC1=CC=C(C=C1)C=C(COCC1OC1)C1=CC=CC=C1